2-((1R,5S,6s)-6-(((6-fluoroquinolin-2-yl)methyl)amino)-3-azabicyclo[3.1.0]hexan-3-yl)-N-hydroxypyrimidine-5-carboxamide FC=1C=C2C=CC(=NC2=CC1)CNC1[C@@H]2CN(C[C@H]12)C1=NC=C(C=N1)C(=O)NO